C(C=C)(=O)N[C@@H]1CN(CC1)C1=NC=CC2=C1NC(C(N2)=O)=O (S)-5-(3-acrylamidopyrrolidin-1-yl)-2,3-dioxo-1,2,3,4-tetrahydropyrido[3,4-b]pyrazine